OC1=C(C=C(C(=C1)O)C(C)C)C=1N(C(=NN1)C(=O)NCC)C1=CC=C(C=C1)CN1CCN(CC1)CC#C 5-(2,4-dihydroxy-5-isopropylphenyl)-N-ethyl-4-(4-{[4-(prop-2-yn-1-yl)piperazin-1-yl]methyl}phenyl)-1,2,4-triazole-3-carboxamide